CC1=C(C(C(=C(N1)C)C(=O)O)C1=CC=C(C=C1)O)C(=O)O dimethyl-4-(4-hydroxyphenyl)-1,4-dihydropyridine-3,5-dicarboxylic acid